1-(4-(4-(3-isopropyl-2-(1H-pyrazolo[3,4-b]pyridin-4-yl)-1H-indol-5-yl)piperidine-1-carbonyl)piperidin-1-yl)ethan-1-one C(C)(C)C1=C(NC2=CC=C(C=C12)C1CCN(CC1)C(=O)C1CCN(CC1)C(C)=O)C1=C2C(=NC=C1)NN=C2